BrC1=C(C(=C(C(=O)OC)C(=C1)F)NC(=O)NC(C(Cl)(Cl)Cl)=O)F Methyl 4-bromo-3,6-difluoro-2-(3-(2,2,2-trichloroacetyl)ureido)benzoate